N[C@@H](C(C)(C)S)C(=O)O (Z)-penicillamine